CN1N=CN=C1C(=O)N 1-methyl-1H-1,2,4-triazole-5-carboxamide